tert-butyl 4-((6-chloro-2-(trifluoromethyl)pyrimidin-4-yl)amino)piperidine-1-carboxylate ClC1=CC(=NC(=N1)C(F)(F)F)NC1CCN(CC1)C(=O)OC(C)(C)C